((6-(difluoromethoxy)benzo[d]oxazol-2-yl)amino)-N-(2-hydroxyethyl)-1-methyl-1H-benzo[d]imidazole-5-carboxamide FC(OC1=CC2=C(N=C(O2)NC2=NC3=C(N2C)C=CC(=C3)C(=O)NCCO)C=C1)F